C1(CC1)C1=NC2=CC=C(C=C2C(=N1)NC1CN(CC1)C1=C(C=CC=C1)OC)N(CCO)C 2-({2-Cyclopropyl-4-[1-(2-methoxy-phenyl)-pyrrolidin-3-ylamino]-quinazolin-6-yl}-methyl-amino)-ethanol